(R)-N-((R)-1-(benzofuran-6-yl)propan-2-yl)-2-methylpropan-2-sulfinamide O1C=CC2=C1C=C(C=C2)C[C@@H](C)N[S@](=O)C(C)(C)C